C1(CC1)C1=NN(C(=C1)C(F)(F)F)CC(=O)N1CC=2NN=CC2[C@H]1C1=C(C(=CC=C1)OC)C 2-[3-Cyclopropyl-5-(trifluoromethyl)pyrazol-1-yl]-1-[(4R)-4-(3-methoxy-2-methyl-phenyl)-4,6-dihydro-1H-pyrrolo[3,4-c]pyrazol-5-yl]ethanone